(S)-2-amino-3-(1-tosyl-1H-indazol-5-yl)acrylamide NC(C(=O)N)=CC=1C=C2C=NN(C2=CC1)S(=O)(=O)C1=CC=C(C)C=C1